NC=1N=C(C=C2C=C(N=CC12)NC(=O)[C@H]1[C@@H](C1)C#N)C=1C=NC=CC1COC trans-N-[8-amino-6-[4-(methoxymethyl)pyridin-3-yl]-2,7-naphthyridin-3-yl]-2-cyanocyclopropane-1-carboxamide